(1S,4S)-2-oxa-5-azabicyclo[2.2.1]heptane hydrogen chloride Cl.[C@@H]12OC[C@@H](NC1)C2